C1(=CC=CC=C1)C(N1CCN(CC1)C(=O)C1=CC(NC=C1)=O)C1=CC=CC=C1 4-[4-(diphenylmethyl)piperazine-1-carbonyl]-1,2-dihydropyridin-2-one